CC1=C2NCCN(C2=CC=C1)C1=CC2=C(N=C(N=C2)NC2=CC=C(C=C2)N2CCN(CC2)C)N(C1=O)C=1C=NC=CC1 6-(5-methyl-3,4-dihydro-2H-quinoxalin-1-yl)-2-[4-(4-methylpiperazin-1-yl)anilino]-8-(3-pyridinyl)pyrido[2,3-d]pyrimidin-7-one